1,5-diiodopentane methyl-5-methyl-2-(trifluoromethyl)-6,7-dihydro-5H-imidazo[2,1-a][2]benzazepine-9-carboxylate COC(=O)C=1C=CC2=C(CCC(N3C2=NC(=C3)C(F)(F)F)C)C1.ICCCCCI